C(C)(C)C1=C(C=CC=C1)[C@H]1N(CCN(C1)CC1C=2C=CC(=CC2C1)OC)C1CC2(C1)CCN(CC2)C2=CC=C(C(=O)N)C=C2 4-(2-((2R)-2-(2-isopropylphenyl)-4-((3-methoxybicyclo[4.2.0]octa-1(6),2,4-trien-7-yl)methyl)piperazin-1-yl)-7-azaspiro[3.5]nonan-7-yl)benzamide